C(C)(C)N1C[C@H](CC1)CC(=O)NC=1C=C(C(=NC1)C)NC(=O)C=1C=NN2C1SC(=C2)C=2C=NN(C2)CCOC (R)-N-(5-(2-(1-isopropylpyrrolidin-3-yl)acetamido)-2-methylpyridin-3-yl)-2-(1-(2-methoxyethyl)-1H-pyrazol-4-yl)pyrazolo[5,1-b]Thiazole-7-carboxamide